4-[1-[[4-[(3R)-3-(3-Chlorophenoxy)pyrrolidin-1-yl]tetrahydropyran-4-carbonyl]amino]cyclopropyl]benzoic acid, hydrochloride Cl.ClC=1C=C(O[C@H]2CN(CC2)C2(CCOCC2)C(=O)NC2(CC2)C2=CC=C(C(=O)O)C=C2)C=CC1